CC1=NN(C(=C1)C1=NSC=2C1=NC(=CC2C2(CC2)O)N2[C@@H](COCC2)C)C2OCCCC2 1-(3-(3-methyl-1-(tetrahydro-2H-pyran-2-yl)-1H-pyrazol-5-yl)-5-((R)-3-methylmorpholino)isothiazolo[4,5-b]pyridin-7-yl)cyclopropan-1-ol